C1(CCCCC1)C[SiH](OC)OC (cyclohexyl)methyldimethoxysilane